CP(=O)(C)C1=CC=C(C=C1)N1C[C@@H](N(C[C@H]1C)C1=CC(N(C=2C=CC(=NC12)C#N)C)=O)C 8-((2s,5r)-4-(4-(dimethylphosphoryl)phenyl)-2,5-dimethylpiperazin-1-yl)-5-methyl-6-oxo-5,6-dihydro-1,5-naphthyridine-2-carbonitrile